O[C@@H]1C[C@@H](CC[C@H]1C)NC1=NC(=NC=C1C(=O)N)NCC(C)(C)C 4-((1R,3R,4R)-3-hydroxy-4-methylcyclohexylamino)-2-(neopentylamino)pyrimidine-5-carboxamide